BrC1=C2CCC(C2=CC(=C1)F)=O 4-bromo-6-fluoro-2,3-dihydro-1H-inden-1-one